trans-4-((4-(2-Isopropyloxazol-4-yl) pyridine-2-yl)((trans-4-(5-methoxy-6-methylpyridin-2-yl)cyclohexyl)methyl) carbamoyl)cyclohexyl 3-(hydroxymethyl)azetidine-1-carboxylate OCC1CN(C1)C(=O)O[C@@H]1CC[C@H](CC1)C(N(C[C@@H]1CC[C@H](CC1)C1=NC(=C(C=C1)OC)C)C1=NC=CC(=C1)C=1N=C(OC1)C(C)C)=O